C(C)(C)NC(O[C@H]1CO[C@H](C1)C1=CC(=NN1)NC=1C=CC2=C(CNS2(=O)=O)C1)=O (3R,5R)-5-(3-((1,1-dioxido-2,3-dihydrobenzo[d]isothiazol-5-yl)amino)-1H-pyrazol-5-yl)tetrahydrofuran-3-yl isopropylcarbamate